COC=1C=C2C(=CC=NC2=CC1OC)OC1=C(C=C(C=C1)N1C(N(CC1=O)C1=CC(=CC=C1)C(F)(F)F)=O)CC 3-{4-[(6,7-dimethoxy-4-quinolinyl)oxy]-3-ethylphenyl}-1-[3-(trifluoromethyl)phenyl]-2,4-imidazolidinedione